CC1=C2COC3=CC=CC=C3C3=CC=CC(C[C@]4(C[C@H](CC4)NS(=O)(=O)C)C(O1)=N2)=C3 N-[(1'S,14R)-11-methylspiro[8,12-dioxa-21-azatetracyclo[14.3.1.110,13.02,7]henicosa-1(19),2,4,6,10,13(21),16(20),17-octaene-14,3'-cyclopentane]-1'-yl]methanesulfonamide